C(=O)NC(C#N)C.[Na] sodium formylaminopropionitrile